6-(m-mesylphenyl)-4-morpholino-1,3,5-triazanaphthalene S(=O)(=O)(C)C=1C=C(C=CC1)C=1N=C2C(=NC=NC2=CC1)N1CCOCC1